4-FLUORO-N-ISOPROPYL-2-METHYLBENZAMIDE FC1=CC(=C(C(=O)NC(C)C)C=C1)C